C(C(=C)C)(=O)NC([C@@H](N)CC(N)=O)=O N-Methacryloylasparaginamid